tert-butyl-2-(adamantan-2-yl)-carbamoyl-4-bromo-1H-pyrrole-1-carboxylate C(C)(C)(C)C1=C(C(=C(N1C(=O)[O-])C1C2CC3CC(CC1C3)C2)C(N)=O)Br